methyl 2-(3,5-dibromopyridin-4-yl)acetate BrC=1C=NC=C(C1CC(=O)OC)Br